(1r,4r)-4-(2-{[(1s,3s)-3-(trifluoromethoxy)cyclobutyl]oxy}acetamido)-N-{[5-(trifluoromethyl)pyridin-2-yl]methyl}cyclohexane-1-carboxamide FC(OC1CC(C1)OCC(=O)NC1CCC(CC1)C(=O)NCC1=NC=C(C=C1)C(F)(F)F)(F)F